butyl 4-(4-hydroxyphenyl)-3-{[(3-oxoisoindolin-5-yl)oxy]methyl}piperidine-1-carboxylate OC1=CC=C(C=C1)C1C(CN(CC1)C(=O)OCCCC)COC=1C=C2C(NCC2=CC1)=O